tert-Butyl 4-(7-{2-[(tert-butoxycarbonyl)amino]-6,7-difluoro-1,3-benzothiazol-4-yl}-6-chloro-8-fluoroquinazolin-4-yl)piperazine-1-carboxylate C(C)(C)(C)OC(=O)NC=1SC2=C(N1)C(=CC(=C2F)F)C2=C(C=C1C(=NC=NC1=C2F)N2CCN(CC2)C(=O)OC(C)(C)C)Cl